2,3-Dimethyl-5-isopentylpyrazine CC1=NC=C(N=C1C)CCC(C)C